[Te].CN1CCN(CC1)NC(S)=S N'-methyl-N-piperazinyl-dithiocarbamic acid tellurium